FC1=C(C=CC=2C3C(C(NC12)=O)C3)O 4-fluoro-5-hydroxy-1,1a,3,7b-tetrahydro-2H-cyclopropa[c]quinolin-2-one